C(C)(C)(C)NS(=O)(=O)C=1C=C(C=CC1)NC(C1=C(N=C(C=C1)NC(CO)(C)C)N1CCC2(CC2)CC1)=O N-(3-(N-(tert-butyl)sulfamoyl)phenyl)-6-((1-hydroxy-2-methylpropan-2-yl)amino)-2-(6-azaspiro[2.5]octan-6-yl)nicotinamide